N-cyclopentyl-5-(2-methoxyethoxymethyl)-3-phenyl-1H-indol-7-amine C1(CCCC1)NC=1C=C(C=C2C(=CNC12)C1=CC=CC=C1)COCCOC